(2R)-2-[[(2R)-2-(tert-butoxycarbonylamino)-3-phenyl-propionyl]amino]-7-fluoro-heptanoic acid C(C)(C)(C)OC(=O)N[C@@H](C(=O)N[C@@H](C(=O)O)CCCCCF)CC1=CC=CC=C1